N-(2-cyano-3-methylphenyl)-N-methyl-chlorobenzoamide C(#N)C1=C(C=CC=C1C)N(C(C1=C(C=CC=C1)Cl)=O)C